FC1=C(C=CC(=C1)OC)C1=NC(=NC2=C1N=C(N(C2=O)C)C(F)(F)F)N2C[C@@H](OCC2)C=2C=NN(C2)C (S)-8-(2-fluoro-4-methoxyphenyl)-3-methyl-6-(2-(1-methyl-1H-pyrazol-4-yl)morpholino)-2-(trifluoromethyl)pyrimido[5,4-d]pyrimidin-4(3H)-one